COC=1C=C(C=CC1OC)CC(C#N)(C)N 3-(3,4-dimethoxyphenyl)-2-amino-2-methyl-propionitrile